BrCCCC1(C2=CC(=CC=C2C2=CC=3C(C=4C=C(C=CC4C3C=C21)B2OC(C(O2)(C)C)(C)C)(CCCBr)CCCBr)B2OC(C(O2)(C)C)(C)C)CCCBr 2,2'-(6,6,12,12-tetrakis(3-bromopropyl)-6,12-dihydroindeno[1,2-b]fluorene-2,8-diyl)bis(4,4,5,5-tetramethyl-1,3,2-dioxaborolane)